ClC=1C=C2C3=C(NC2=CC1)[C@@H](N(CC3)C3=NC(=NC=C3)C(F)(F)F)CC(C)C (1S)-6-chloro-1-(2-methylpropyl)-2-[2-(trifluoromethyl)pyrimidin-4-yl]-2,3,4,9-tetrahydro-1H-pyrido[3,4-b]indole